OC[C@H](C1=CC=CC=C1)NC1=NC(=NC=C1C=1OC=NN1)NC1=CC=C2C(N3C(C2=C1)(C=CC3=C)C)=O 8-((4-(((S)-2-hydroxy-1-phenylethyl)amino)-5-(1,3,4-oxadiazol-2-yl)pyrimidin-2-yl)amino)-9b-methyl-3-methylene-3,9b-dihydro-5H-pyrrolo[2,1-a]isoindol-5-one